13-bromo-19-chloro-20-fluoro-14-hydroxy-4-methoxy-16,16-dioxo-9-oxa-16λ6-thia-5,17-diazatetracyclo[16.3.1.111,15.02,7]tricosa-1(21),2,4,6,11(23),12,14,18(22),19-nonaen-10-one BrC1=CC=2C(OCC3=CN=C(C=C3C3=CC(=C(C(NS(C(=C1O)C2)(=O)=O)=C3)Cl)F)OC)=O